CNC1CCC(CC1)N(C1=C2CN(C(C2=CC=C1)=O)C1C(NC(CC1)=O)=O)CCCCC 3-(4-(((1r,4r)-4-(methylamino)cyclohexyl)(pentyl)amino)-1-oxoisoindolin-2-yl)piperidine-2,6-dione